C(=O)(Cl)Cl phosgene